N[C@@H]1CN(CCC1)C1=CC=C2C(N(C(=NC2=C1)C1=CC=C(C#N)C=C1)C1=CC=C(C=C1)F)=O (S)-4-(7-(3-aminopiperidin-1-yl)-3-(4-fluorophenyl)-4-oxo-3,4-dihydro-quinazolin-2-yl)benzonitrile